(1R,3S,5R)-2-(2-(3-acetyl-7-methyl-5-(2-methylpyrimidin-5-yl)-1H-indazol-1-yl)acetyl)-N-(6-bromo-3-methylpyridin-2-yl)-5-(morpholinomethyl)-2-azabicyclo[3.1.0]hexane-3-carboxamide C(C)(=O)C1=NN(C2=C(C=C(C=C12)C=1C=NC(=NC1)C)C)CC(=O)N1[C@@H]2C[C@@]2(C[C@H]1C(=O)NC1=NC(=CC=C1C)Br)CN1CCOCC1